C(=C)=NC=1C=2N=CN([C@H]3[C@H](O)[C@H](O)[C@@H](CO)O3)C2N=CN1 N6-vinylideneadenosine